dimethyl-bis(dimethylamino)silane C[Si](N(C)C)(N(C)C)C